F[C@@]1([C@@H](C1)C=C)C=O (1S,2S)-1-fluoro-2-vinylcyclopropane-1-carbaldehyde